C[Si](CCOCC1=C(C=2C(=NC=CC2)N1)CN)(C)C 1-([2-(trimethylsilyl)ethoxy]methylpyrrolo[2,3-b]pyridin-3-yl)methanamine